2-(3-((2-methoxy-4-(methylsulfonyl)phenyl)amino)prop-1-yn-1-yl)-N-(1-(2-methoxyethyl)piperidin-4-yl)-1-(2,2,2-trifluoroethyl)-1H-indol-4-amine COC1=C(C=CC(=C1)S(=O)(=O)C)NCC#CC=1N(C=2C=CC=C(C2C1)NC1CCN(CC1)CCOC)CC(F)(F)F